CC=1C=C(\C=N\NC2=C3N=CN(C3=NC(=N2)N2CCOCC2)C2CCN(CC2)C(=O)C=2C=NC=CC2)C=CC1 (E)-(4-(6-(2-(3-methylbenzylidene)hydrazinyl)-2-morpholino-9H-purin-9-yl)piperidin-1-yl)(pyridin-3-yl)methanone